ICC(C)(C)I 1,2-diiodo-2-methylpropane